C(C)OC(=O)C1=CC(=C2C(=N1)O[C@H](CC2)CC(F)(F)F)C2=C(C=C(C=C2)F)F (R)-5-(2,4-difluorophenyl)-2-(2,2,2-trifluoroethyl)-3,4-dihydro-2H-pyrano[2,3-b]Pyridine-7-carboxylic acid ethyl ester